C(C)(C)N(C(CCCCCCC)=O)C(C)C n-octanoic acid diisopropylamide